O1C(OCC1)C=1N(C2=CC(=CC=C2C(C1)=O)B1OC(C(O1)(C)C)(C)C)C(C)C 2-(1,3-dioxolan-2-yl)-1-isopropyl-7-(4,4,5,5-tetramethyl-1,3,2-dioxaborolan-2-yl)quinolin-4(1H)-one